N-(5-chloro-4-cyano-2-fluoro-phenyl)-5-(2-pyridyl)-1H-pyrrole-3-sulfonamide ClC=1C(=CC(=C(C1)NS(=O)(=O)C1=CNC(=C1)C1=NC=CC=C1)F)C#N